C(C)(C)(C)C=1C=C(C=C(C1O)C(C)(C)C)C(C(=O)OCC(CO)(CO)CO)C pentaerythritol 3,5-di-tert-butyl-4-hydroxyphenyl-propionate